C1(CC1)C1=NC=NC(=C1C1=NC(=C2NC=NC2=N1)NCC1=CC=C(C=C1)N1N=C(N=C1C)C(F)(F)F)OC 2-(4-cyclopropyl-6-methoxypyrimidin-5-yl)-N-(4-(5-methyl-3-(trifluoromethyl)-1H-1,2,4-triazol-1-yl)benzyl)-7H-purin-6-amine